[Cl-].C(CCCCCCC\C=C/CCCCCCCC)OC(C(C)OCCCCCCCC\C=C/CCCCCCCC)[N+](C)(C)C (1,2-dioleoxypropyl)trimethyl-ammonium chloride